COC1=CC=C(CN2N=C(C=C(C2=O)C(F)(F)F)C2N(CCC2)CCC(=O)OC(C)(C)C)C=C1 tert-butyl 3-(2-(1-(4-methoxybenzyl)-6-oxo-5-(trifluoromethyl)-1,6-dihydropyridazin-3-yl)pyrrolidin-1-yl)propanoate